N[C@H](CCC(=O)OC)C(=O)OC(C)(C)C 1-(tert-butyl) 5-methyl D-glutamate